COC1=NC(=NC(=C1)OC)N1C(SC2=C1C=C(C(=C2)F)N2C(C=1CCCCC1C2=O)=O)=O (3-(4,6-dimethoxypyrimidin-2-yl)-6-fluoro-2-oxo-2,3-dihydrobenzothiazol-5-yl)-4,5,6,7-tetrahydro-1H-isoindole-1,3(2H)-dione